C(C)OC(=O)C1(C(C2=C(OC3=C2C=C(C=C3)F)C1)C1=CC=CC=C1)C(=O)OCC 7-fluoro-1-phenyl-1,3-dihydro-2H-cyclopenta[b]Benzofuran-2,2-dicarboxylic acid diethyl ester